C(#N)C=1C=C(C=CC1F)NC(=O)N1CC=2C(=NN3C2C(CC[C@@H](C3)C(C)(C)O)(F)F)C[C@H]1C |o1:22| (3R,8S*)-N-(3-Cyano-4-fluorophenyl)-11,11-difluoro-8-(2-hydroxypropan-2-yl)-3-methyl-3,4,8,9,10,11-hexahydro-1H-pyrido[4',3':3,4]pyrazolo[1,5-a]azepine-2(7H)-carboxamide